Benzyl 2-chloro-5-aminobenzoate ClC1=C(C(=O)OCC2=CC=CC=C2)C=C(C=C1)N